3-[hydroxy-{6-[(R)-3-hydroxy-3-(6-methoxy-pyridin-2-yl)-but-1-ynyl]-pyridazin-4-yl}-(4-isopropyl-phenyl)-methyl]-3-methyl-azetidine-1-carboxylic acid tert-butyl ester C(C)(C)(C)OC(=O)N1CC(C1)(C)C(C1=CC=C(C=C1)C(C)C)(C1=CN=NC(=C1)C#C[C@](C)(C1=NC(=CC=C1)OC)O)O